N-[(1S)-4-(6-bromo-7-fluoro-1-oxo-2-isoquinolinyl)-3-hydroxy-1-methyl-butyl]carbamic acid tert-butyl ester C(C)(C)(C)OC(N[C@H](CC(CN1C(C2=CC(=C(C=C2C=C1)Br)F)=O)O)C)=O